C(C)C1=NN=C2N1N=C(C=C2)N2N=C(C(=C2C)CCC(=O)N2C[C@@H]1N3C([C@H](C2)C1)=CC=CC3=O)C (1S,5R)-3-(3-(1-(3-ethyl-[1,2,4]triazolo[4,3-b]pyridazin-6-yl)-3,5-dimethyl-1H-pyrazol-4-yl)propanoyl)-2,3,4,5-tetrahydro-1,5-methanopyrido[1,2-d][1,4]diazepin-7(1H)-one